(3S)-3-(2',6'-dimethylbiphenyl-3-yl)-3-(2-(5-(((R)-3-fluoropyrrolidin-1-yl)methyl)-2-oxopyridin-1(2H)-yl)-4-methylpentanamido)propanoic acid CC1=C(C(=CC=C1)C)C1=CC(=CC=C1)[C@H](CC(=O)O)NC(C(CC(C)C)N1C(C=CC(=C1)CN1C[C@@H](CC1)F)=O)=O